C(#N)C(C)C=1N=C(NC1)C 1-cyanoethyl-2-methyl-imidazole